BrC(C(=O)OC)C1=C2[C@@H](COC3(CCOCC3)C2=CC=C1)C methyl 2-bromo-2-((S)-4-methyl-2',3',5',6'-tetrahydrospiro[isochromane-1,4'-pyran]-5-yl)acetate